C(C1=CC=CC=C1)N(C[C@H]1OC1)CC1=CC=CC=C1 (R)-N,N-dibenzyl-1-(oxiran-2-yl)methanamine